ClC=1C(=CC(=NC1)NC(C)C)C=1C=C(NC1)C(=O)N[C@H](CO)C1=CC(=CC=C1)Cl (S)-4-(5-chloro-2-(isopropylamino)pyridin-4-yl)-N-(1-(3-chlorophenyl)-2-hydroxyethyl)-1H-pyrrole-2-amide